4-amino-1-((2R,3R,4S,5R)-3,4-dihydroxy-5-(hydroxymethyl)-5-methyltetrahydrofuran-2-yl)pyrimidin-2(1H)-one NC1=NC(N(C=C1)[C@@H]1O[C@]([C@H]([C@H]1O)O)(C)CO)=O